4-(bromomethyl)-3-fluorobenzonitrile BrCC1=C(C=C(C#N)C=C1)F